[1-[(1S)-1-[(1R,2R)-2-[(5-fluoro-2,2-dimethyl-chroman-4-yl)carbamoyl]cyclopropyl]-3-methoxy-propyl]-4,4-dimethyl-6-oxo-hexahydropyrimidin-2-ylidene]ammonium FC1=C2C(CC(OC2=CC=C1)(C)C)NC(=O)[C@H]1[C@@H](C1)[C@H](CCOC)N1C(NC(CC1=O)(C)C)=[NH2+]